C1(CC1)C=1C=C2C(=C(C(N(C2=NC1C1=C(C=CC=C1OC)F)C=1C(=NC=CC1C)C(C)C)=O)[N+](=O)[O-])O 6-cyclopropyl-7-(2-fluoro-6-methoxyphenyl)-4-hydroxy-1-(2-isopropyl-4-methylpyridin-3-yl)-3-nitro-1,8-naphthyridin-2(1H)-one